5-bromo-7-fluoro-1,2,3,4-tetrahydronaphthalene BrC1=C2CCCCC2=CC(=C1)F